C(\C=C/C)#N cis-butenenitrile